CC1=C(C=C(C=C1)NC(C1=CC(=NC=C1)C(F)(F)F)=O)C1=CC=C2\C(\CC3(COCCC3)OC2=C1)=N/OS(=O)(=O)C1=CC=C(C)C=C1 (Z)-N-(4-methyl-3-(4-((p-toluenesulfonyloxy)imino)-2',4',5',6'-tetrahydrospiro[chromane-2,3'-pyran]-7-yl)phenyl)-2-(trifluoromethyl)isonicotinamide